3-(2,5-dimethylcyclohexyloxy)-1,2-propanediol CC1C(CC(CC1)C)OCC(CO)O